CC1(N(CCC1=O)C(=O)OC(C)(C)C)C(=O)[O-] 1-(t-butyl) 2-methyl-3-oxopyrrolidin-1,2-dicarboxylate